5-hydroxy-1,7-naphthyridine OC1=C2C=CC=NC2=CN=C1